{[(benzyloxy)carbonyl]amino}-5-bromo-2-methylpyridin-1-ium-1-olate C(C1=CC=CC=C1)OC(=O)NC=1C(=[N+](C=C(C1)Br)[O-])C